tert-butyl (3S)-3-{[8-carbamoyl-6-(1-cyclopropanecarbonyl-1,2,3,6-tetrahydropyridin-4-yl)pyrido[3,2-d]pyrimidin-4-yl]amino}piperidine-1-carboxylate C(N)(=O)C1=CC(=NC2=C1N=CN=C2N[C@@H]2CN(CCC2)C(=O)OC(C)(C)C)C=2CCN(CC2)C(=O)C2CC2